((tert-butoxycarbonyl)(methyl)amino)acetate C(C)(C)(C)OC(=O)N(C)CC(=O)[O-]